6-chloro-4-methoxypicolinic acid ClC1=CC(=CC(=N1)C(=O)O)OC